OCCCCCCCCCCCCCCCCCCCC(=O)O 20-Hydroxy-icosanoic acid